C[Si](OC1CS(OC1)(=O)=O)(C=C)C 4-((Dimethyl(vinyl)silyl)oxy)-1,2-oxathiolane 2,2-dioxide